4-[(3S)-3-amino-3-methylpyrrolidin-1-yl]-N-cyclopentyl-2-methyl-2'-(trifluoromethyl)-[3,4'-bipyridine]-5-carboxamide N[C@@]1(CN(CC1)C1=C(C(=NC=C1C(=O)NC1CCCC1)C)C1=CC(=NC=C1)C(F)(F)F)C